CC1C(NCCN1C1=NC=NC(=C1)C1=CN=C2N1N=C(C=C2)C(F)(F)F)CNS(=O)(=O)C N-((3-Methyl-4-(6-(6-(trifluoromethyl)imidazo[1,2-b]pyridazin-3-yl)pyrimidin-4-yl)piperazin-2-yl)methyl)methanesulfonamide